ClC1=C(C(=CC=C1)Cl)N1N2C(C3=C(C1=O)C=NC(=N3)NC3=CC(=C(C=C3)N3C[C@@H](N([C@@H](C3)C)C(C)C)C)C)=NC=C2 6-(2,6-dichlorophenyl)-2-((3-methyl-4-((3S,5R)-4-isopropyl-3,5-dimethylpiperazin-1-yl)phenyl)amino)imidazo[1,2-b]pyrimido[4,5-d]pyridazin-5(6H)-one